(S)-3-((R)-1,1-dimethylethylsulfonamido)-3-(3-(m-tolyloxy)phenyl)propanoic acid ethyl ester C(C)OC(C[C@@H](C1=CC(=CC=C1)OC=1C=C(C=CC1)C)NS(=O)(=O)C(C)(C)C)=O